ClC1=C(C=C(C=C1)C=1N=C(SC1C(C)C)NC1=C(SC(=C1)C1=CC=CC=C1)C(=O)O)C(F)(F)F 3-(4-(4-chloro-3-(trifluoromethyl)phenyl)-5-isopropylthiazol-2-ylamino)-5-phenylthiophene-2-carboxylic acid